tert-Butoxycarbonyl-N-[4-(5-chloro-2-thienyl)-2-nitro-phenyl]carbamic acid tert-butyl ester C(C)(C)(C)OC(N(C1=C(C=C(C=C1)C=1SC(=CC1)Cl)[N+](=O)[O-])C(=O)OC(C)(C)C)=O